C(C)OC(C=CC(C1=CC=CC=C1)=O)=O 3-benzoylacrylic acid ethyl ester